(R)-N-(8,9-difluoro-6-oxo-1,4,5,6-tetrahydro-2H-pyrano[3,4-c]isoquinolin-1-yl)-2-fluoro-N-methyl-isonicotinamide FC=1C(=CC=2C3=C(NC(C2C1)=O)COC[C@@H]3N(C(C3=CC(=NC=C3)F)=O)C)F